C(C1=CC=CC=C1)C=1C(=CNC1)S(=O)(=O)NC1=NC=C(N=C1OC)Br 4-benzyl-N-(5-bromo-3-methoxypyrazin-2-yl)-1H-pyrrole-3-sulfonamide